FC1=C(C=CC(=C1)OC)B(O)O 2-FLUORO-4-METHOXYPHENYLBORONIC ACID